ClC=1C=C(C=CC1)C(C(OC(=O)N[C@H](C(=O)N[C@H](C(=O)OC)C[C@H]1C(NCC1)=O)CC1(CC1)C)C1=CC=CC=C1)(F)F methyl (2S)-2-((2S)-2-(((2-(3-chlorophenyl)-2,2-difluoro-1-phenylethoxy) carbonyl)amino)-3-(1-methylcyclopropyl)propanamido)-3-((S)-2-oxopyrrolidin-3-yl)propanoate